FC1=CC=C(C=C1)C1=C(N(C(=N1)S(=O)C)C)C1=CC(=NC=C1)NC(C)=O N-[4-[5-(4-fluorophenyl)-3-methyl-2-methylsulfinylimidazol-4-yl]pyridin-2-yl]acetamide